FCCN1C(=NC=2C1=NC(=CC2)C=2C=CN1N=C(N=CC12)N[C@@H]1C[C@H](C1)N(C)C)C trans-N1-(5-(3-(2-fluoroethyl)-2-methyl-3H-imidazo[4,5-b]pyridin-5-yl)pyrrolo[2,1-f][1,2,4]triazin-2-yl)-N3,N3-dimethylcyclobutane-1,3-diamine